ClC1=C(C=CC=C1C1=C(C(=NC=C1)C=1C=C2CCN(CC2=C(C1)Cl)CC1COC1)Cl)C1=CC=C(C(=N1)OC)CNC[C@@H]1CCC(N1)=O (S)-5-((((6-(2-Chloro-3-(3-chloro-2-(8-chloro-2-(oxetan-3-ylmethyl)-1,2,3,4-tetrahydroisoquinolin-6-yl)pyridin-4-yl)phenyl)-2-methoxypyridin-3-yl)methyl)amino)methyl)pyrrolidin-2-one